butane-1-sulphonate C(CCC)S(=O)(=O)[O-]